N-[(2S)-5-[[(1R,2S)-2-(4-fluorophenyl)cyclopropyl]amino]-1-oxo-1-(1H-1,2,3-triazol-1-yl)pentan-2-yl]-4-(pyrimidin-2-yl)benzamide trifluoroacetic acid salt FC(C(=O)O)(F)F.FC1=CC=C(C=C1)[C@H]1[C@@H](C1)NCCC[C@@H](C(N1N=NC=C1)=O)NC(C1=CC=C(C=C1)C1=NC=CC=N1)=O